5-fluoro-2-(3-(1-((1-(2-hydroxyethyl)-2-oxo-2,3-dihydro-1H-benzo[d]imidazol-5-yl)methyl)piperidin-3-yl)-1H-pyrazolo[3,4-c]pyridin-1-yl)-N-isopropyl-N-methylbenzamide FC=1C=CC(=C(C(=O)N(C)C(C)C)C1)N1N=C(C=2C1=CN=CC2)C2CN(CCC2)CC2=CC1=C(N(C(N1)=O)CCO)C=C2